N1=C(N=CC=C1)[C@@H](C)OC=1C(=NC=C(C1)B1OC(C(O1)(C)C)(C)C)N 3-[(1R)-1-(pyrimidin-2-yl)ethoxy]-5-(4,4,5,5-tetramethyl-1,3,2-dioxaborolan-2-yl)pyridin-2-amine